4-(1-(5-cyanopyrimidin-2-yl)piperidin-4-yl)-1-methyl-2,3-dioxo-1,2,3,4-tetrahydropyrido[2,3-b]pyrazine-6-carbonitrile C(#N)C=1C=NC(=NC1)N1CCC(CC1)N1C2=C(N(C(C1=O)=O)C)C=CC(=N2)C#N